[Si](C1=CC=CC=C1)(C1=CC=CC=C1)(C(C)(C)C)O[C@]1(CN(CCOC1)C1=NC(=NC(=N1)O[C@H](C)[C@H]1N(CC[C@H]1F)C)C(NO)=N)C |&1:32| 4-[(6S)-6-[(tert-butyldiphenylsilyl)oxy]-6-methyl-1,4-oxazepan-4-yl]-6-[(1RS)-1-[(2R,3R)-3-fluoro-1-methylpyrrolidin-2-yl]ethoxy]-N-hydroxy-1,3,5-triazine-2-carboximidamide